COC(C1=C(N=C(C=C1C(COC(C)=O)=O)Cl)OCC(C)(C)F)=O 4-(2-Acetoxyacetyl)-6-chloro-2-(2-fluoro-2-methylpropyloxy)nicotinic acid methyl ester